4-((4-Cyclohexylphenyl)amino)-2-(2-cyclopropylmorpholino)-5,7-dihydro-6H-pyrrolo[3,4-d]pyrimidine-6-carboxylic acid tert-butyl ester C(C)(C)(C)OC(=O)N1CC=2N=C(N=C(C2C1)NC1=CC=C(C=C1)C1CCCCC1)N1CC(OCC1)C1CC1